(S)-5-Cyclopropyl-4-(2-methylpiperazin-1-yl)-7-(5-methylpyridin-3-yl)-7H-pyrrolo[2,3-d]pyrimidine C1(CC1)C1=CN(C=2N=CN=C(C21)N2[C@H](CNCC2)C)C=2C=NC=C(C2)C